2-fluoro-N-(6-(6-fluoro-5-methyl-1H-indazol-4-yl)imidazo[1,2-a]pyrazin-2-yl)cyclopropane-1-carboxamide FC1C(C1)C(=O)NC=1N=C2N(C=C(N=C2)C2=C3C=NNC3=CC(=C2C)F)C1